(R)-6-chloro-3-((1-(2-(4-(4-(dimethylamino)-1-methyl-1H-pyrazol-3-yl)piperidin-1-yl)-3,6-dimethyl-4-oxo-3,4-dihydroquinazolin-8-yl)ethyl)amino)-N-(methylsulfonyl)picolinamide ClC1=CC=C(C(=N1)C(=O)NS(=O)(=O)C)N[C@H](C)C=1C=C(C=C2C(N(C(=NC12)N1CCC(CC1)C1=NN(C=C1N(C)C)C)C)=O)C